NC1CCCC1 (1S,3S)-3-aminocyclopentane